ClC1=NC=C2C(=N1)N(N=C2)C[C@H]2[C@H](C2)C 6-chloro-1-(((cis)-2-methylcyclopropyl)methyl)-1H-pyrazolo[3,4-d]pyrimidine